bis[4-(3-aminophenoxy)phenyl]sulfonic acid NC=1C=C(OC2=CC=C(C=C2)OS(=O)(=O)C2=CC=C(C=C2)OC2=CC(=CC=C2)N)C=CC1